C1(=CC=CC=C1)C1=CC=C(C=N1)O 6-phenylpyridin-3-ol